NCC(C(=O)O)C1=CC=C(C=C1)Cl 3-amino-2-(4-chlorophenyl)propionic acid